S(N)(=O)(=O)C=1C=C(C=CC1)NC(=O)C1=NC2=CC=CC=C2N=C1OC1=CC=C(C=C1)OC(F)(F)F N-(3-sulfamoylphenyl)-3-(4-(trifluoromethoxy)phenoxy)quinoxaline-2-carboxamide